O1C(=CC=C1)C=1OC=CC1 bi-furan